CN(C(COC(C(=O)[O-])CCCCCC=CCCCCCCCC)COCCCCCCCC)C (2-(dimethylamino)-3-(octyloxy)propoxy)heptadec-8-enoate